C1(CC(C(CC1)C(C)C)C(=O)O)C.FC=1C=C(C=CC1F)C1CC1 2-(3,4-difluorophenyl)-cyclopropane menthyl-formate